N-(2-(4-(azidomethyl)piperidin-1-yl)ethyl)-2-chloro-2',6'-dimethoxy-[1,1'-biphenyl]-4-sulfonamide N(=[N+]=[N-])CC1CCN(CC1)CCNS(=O)(=O)C1=CC(=C(C=C1)C1=C(C=CC=C1OC)OC)Cl